4-(bromomethyl)-2-methoxybenzonitrile BrCC1=CC(=C(C#N)C=C1)OC